methyl (2R,3S,3aS,6aR)-3-(cyclopropanesulfonamido)-2-(((6-(5-fluoropyrimidin-2-yl)bicyclo[4.1.0]heptan-3-yl)oxy)methyl)hexahydrocyclopenta[b]pyrrole-1(2H)-carboxylate C1(CC1)S(=O)(=O)N[C@H]1[C@@H]2[C@H](N([C@H]1COC1CC3CC3(CC1)C1=NC=C(C=N1)F)C(=O)OC)CCC2